4-((2-(3-((4-methoxypyridin-3-yl)amino)prop-1-yn-1-yl)-3-((trifluoromethyl)thio)imidazo[1,2-a]pyridin-8-yl)amino)tetrahydro-2H-thiopyran 1,1-dioxide COC1=C(C=NC=C1)NCC#CC=1N=C2N(C=CC=C2NC2CCS(CC2)(=O)=O)C1SC(F)(F)F